CO[C@H]1CCC2=C(C=3CCCC3C=C12)NC(=O)N=[S@](=O)(N)C=1C=NN2C1OCC(C2)(C)C (R)-N'-(((S)-1-methoxy-1,2,3,5,6,7-hexahydro-s-indacen-4-yl)carbamoyl)-6,6-dimethyl-6,7-dihydro-5H-pyrazolo[5,1-b][1,3]oxazine-3-sulfonimidamide